C(C1=CC=CC=C1)OCCOCCOCCOCCO 2-[2-[2-(2-Benzyloxyethoxy)ethoxy]ethoxy]ethanol